1,1-Diphenyl-butan-2-one C1(=CC=CC=C1)C(C(CC)=O)C1=CC=CC=C1